(S)-3-benzyloxy-pyrrolidine hydrochloride Cl.C(C1=CC=CC=C1)O[C@@H]1CNCC1